N-(2-Cyclobutoxy-6-methylpyrimidin-4-yl)-4-((2-hydroxyethyl)sulfonamido)-2-(6-azaspiro[2.5]octan-6-yl)benzamide C1(CCC1)OC1=NC(=CC(=N1)NC(C1=C(C=C(C=C1)NS(=O)(=O)CCO)N1CCC2(CC2)CC1)=O)C